5-(methylsulfinylmethyl)furan-2-carboxamide CS(=O)CC1=CC=C(O1)C(=O)N